Cl.N(N)C=1C=C(C=CC1)C[C@H](C(=O)O)[C@@H]1CNCC1 (2S)-3-(3-hydrazinophenyl)-2-[(3R)-pyrrolidin-3-yl]propionic acid hydrochloride